C(C)(C)N1N=C(C=C1)C=1C(=C2C(=NC(=NN2C1)C=1N(C=CN1)C)NC1=NNC(=C1)OC)C 6-(1-Isopropyl-1H-pyrazol-3-yl)-N-(5-methoxy-1H-pyrazol-3-yl)-5-methyl-2-(1-methyl-1H-imidazol-2-yl)pyrrolo[2,1-f][1,2,4]triazin-4-amine